2,4-dimethyl-5-(3-(trifluoromethyl)-1H-1,2,4-triazol-1-yl)benzenesulfonyl chloride CC1=C(C=C(C(=C1)C)N1N=C(N=C1)C(F)(F)F)S(=O)(=O)Cl